COC1=CC=C(C=C1)C1=NSC(=C1)C1=CC=CC=C1 3-(4-methoxyphenyl)-5-phenylisothiazole